C(C)(C)(C)OC(=O)C1OC(OCC1)C1=CC=CC=C1 2-phenyl-1,3-dioxane-4-carboxylic acid tert-butyl ester